3-methyl-N-butylpyridinium chloride CC(C)CC[N+]1=CC=CC=C1.[Cl-]